COC1=CC=C(C=N1)C=1NC(=NN1)CNC1=NC(=NN2C1=NC=C2C(F)(F)F)N2CCOCC2 N-{[5-(6-methoxypyridin-3-yl)-4H-1,2,4-triazol-3-yl]methyl}-2-(morpholin-4-yl)-7-(trifluoromethyl)imidazo[2,1-f][1,2,4]triazin-4-amine